C(CCC)OC(=O)N1CCN(CC1)C=1C=C2CCN(C(C2=CC1)=O)C1C(NC(CC1)=O)=O Butyl-4-(2-(2,6-dioxopiperidin-3-yl)-1-oxo-1,2,3,4-tetrahydroisoquinolin-6-yl)piperazine-1-carboxylate